(E)-N-(3-imino-3-(pentylamino)propyl)-1-methyl-4-(1-methyl-4-(4-(2-(quinolin-3-yl)vinyl)benzamido)-1H-pyrrole-2-carboxamido)-1H-pyrrole-2-carboxamide N=C(CCNC(=O)C=1N(C=C(C1)NC(=O)C=1N(C=C(C1)NC(C1=CC=C(C=C1)\C=C\C=1C=NC2=CC=CC=C2C1)=O)C)C)NCCCCC